CCC(CC)N1N=CC(=C1)C=1C=2N(C=C(N1)C=1C=NN(C1)CC1(CCOCC1)O)N=CC2 4-((4-(4-(1-(pentan-3-yl)-1H-pyrazol-4-yl)pyrazolo[1,5-a]pyrazin-6-yl)-1H-pyrazol-1-yl)methyl)tetrahydro-2H-pyran-4-ol